(3s)-8-((s)-4-acryloyl-2-methylpiperazin-1-yl)-11-(5-chloro-2,4-difluorophenyl)-3-methoxy-10-(trifluoromethyl)-3,4-dihydro-2H,6H-[1,4]thiazepino[2,3,4-ij]quinazolin-6-one C(C=C)(=O)N1C[C@@H](N(CC1)C1=NC(N2C3=C(C(=C(C=C13)C(F)(F)F)C1=C(C=C(C(=C1)Cl)F)F)SC[C@H](C2)OC)=O)C